Cl.NC[C@@H]1[C@@H](CCCC1)O (1R,2R)-2-(aminomethyl)cyclohexan-1-ol hydrochloride